C(C)(C)(C)OC(=O)N1CCC2(CN(C2)C(\C=C\C=2SC=CC2)=O)CC1 (E)-2-(3-(thien-2-yl)acryloyl)-2,7-diazaspiro[3.5]nonane-7-carboxylic acid tert-butyl ester